Cl.[O-2].[Fe+3].[O-2].[O-2].[Fe+3] ferric oxide hydrochloride